5-[(2R)-4-fluoro-6-hydroxy-2-{[(3-phenylpropyl)amino]methyl}-2,3-dihydro-1-benzofuran-5-yl]-1λ6,2,5-thiadiazolidine-1,1,3-trione FC1=C(C(=CC2=C1C[C@@H](O2)CNCCCC2=CC=CC=C2)O)N2CC(NS2(=O)=O)=O